2-cyanoethyl-Oxygen C(#N)CC[O]